difluoro-3-methyl-isoxazole FC1=C(C(=NO1)C)F